(1-(2,6-Dimethoxyphenyl)-2-(6-ethoxypyridin-2-yl)-1H-imidazo[4,5-b]pyrazin-6-yl)benzenesulfonamide COC1=C(C(=CC=C1)OC)N1C(=NC=2C1=NC(=CN2)C2=C(C=CC=C2)S(=O)(=O)N)C2=NC(=CC=C2)OCC